CC1=C(C=CC=C1)C(CN)C 2-(2-methylphenyl)propyl-amine